O=C1[C@@H](N([C@@H]2CC[C@H]12)C(=O)OC)COC1CCC(CC1)C1=CC=CC=C1 methyl (1R,3S,5S)-4-oxo-3-((((1s,4R)-4-phenylcyclohexyl)oxy)methyl)-2-azabicyclo[3.2.0]heptane-2-carboxylate